N-methyl-N-hexadecylanilinium [tetrakis(perfluorophenyl)borate] FC1=C(C(=C(C(=C1F)F)F)F)[B-](C1=C(C(=C(C(=C1F)F)F)F)F)(C1=C(C(=C(C(=C1F)F)F)F)F)C1=C(C(=C(C(=C1F)F)F)F)F.C[NH+](C1=CC=CC=C1)CCCCCCCCCCCCCCCC